(2S)-1-[2-[(3S)-3-[[8-(trifluoromethyl)-5-quinolyl]amino]pyrrolidin-1-yl]acetyl]pyrrolidine-2-carbonitrile FC(C=1C=CC(=C2C=CC=NC12)N[C@@H]1CN(CC1)CC(=O)N1[C@@H](CCC1)C#N)(F)F